D-alpha-methyl-propargylglycine ethyl ester C(C)OC([C@H](NCC#C)C)=O